((1s,4s)-4-(4-hydroxyphenyl)cyclohexyl)piperazine-1-carboxylic acid tert-butyl ester C(C)(C)(C)OC(=O)N1C(CNCC1)C1CCC(CC1)C1=CC=C(C=C1)O